4-(1,4-dimethyl-2-(4-sulfamoylphenyl)-1H-benzo[D]imidazol-6-yl)piperidine-1-carboxylic acid tert-butyl ester C(C)(C)(C)OC(=O)N1CCC(CC1)C=1C=C(C2=C(N(C(=N2)C2=CC=C(C=C2)S(N)(=O)=O)C)C1)C